(difluoro) oxalate C(C(=O)OF)(=O)OF